CC1=NC=CC(=C1)C=1N=CC=2N(C1)C=C(N2)NC(=O)C2CS(CC2)(=O)=O N-(6-(2-methylpyridin-4-yl)imidazo[1,2-a]pyrazin-2-yl)tetrahydrothiophene-3-carboxamide 1,1-dioxide